NN1C(=NC(=C1C(=O)N)C1=CC=C(C=C1)C(NC1=NC=CC(=C1)F)=O)[C@H]1NCCCC1 (S)-1-amino-4-(4-((4-fluoropyridin-2-yl)carbamoyl)phenyl)-2-(piperidin-2-yl)1H-imidazole-5-carboxamide